ClC1=C(CC2=NOCN2CCN2CCCCC2)C(=CC=C1)F 3-(2-chloro-6-fluorobenzyl)-4-[2-(piperidin-1-yl)ethyl]-1,2,4-oxadiazol